ClS(=O)(=O)C=1C=C(C=C2C(=NN(C12)C(=O)OC(C)(C)C)COC)C tert-butyl 7-(chlorosulfonyl)-3-(methoxymethyl)-5-methyl-1H-indazole-1-carboxylate